diheptyl-phosphonic acid C(CCCCCC)OP(OCCCCCCC)=O